OC1[C@H](O)C[C@H](O)[C@H](O1)C 3,6-Dideoxy-D-ribo-hexopyranose